OC(C(=O)N1CC2(CC2)C(C1CC=1C(=C(C=CC1)C1=CC(=CC(=C1)F)F)F)NS(=O)(=O)C)(C)C N-(5-(2-hydroxy-2-methylpropanoyl)-6-((2,3',5'-trifluoro-[1,1'-biphenyl]-3-yl)methyl)-5-azaspiro[2.4]heptan-7-yl)methanesulfonamide